1,2,3-propanol tridecanoate CCCCCCCCCC(=O)OCC(COC(=O)CCCCCCCCC)OC(=O)CCCCCCCCC